sodium cyanide salt [C-]#N.[Na+]